[Si](C1=CC=CC=C1)(C1=CC=CC=C1)(C(C)(C)C)OC[C@@H]1CO[C@@H](CN1C(=O)OC(C)(C)C)C(NC(C)(C)C1=C(C=C(C=C1)C)F)=O tert-butyl (2S,5S)-5-(((tert-butyldiphenylsilyl)oxy)methyl)-2-((2-(2-fluoro-4-methylphenyl)propan-2-yl)carbamoyl)morpholine-4-carboxylate